C(C(C)C)C1=C(C(=O)N)C=C(C=C1)C#N isobutyl-5-cyanobenzamide